((R)-4-piperidin-3-yl-phenyl)-amid N1C[C@H](CCC1)C1=CC=C(C=C1)[NH-]